CC1(CC=2C(=CN=C(C2)C2=NSC(=N2)NC2=NC=C(C(=C2)C(F)(F)F)C(C)C)O1)C 3-(2,2-dimethyl-2,3-dihydrofuro[2,3-c]pyridin-5-yl)-N-(5-isopropyl-4-(trifluoromethyl)pyridin-2-yl)-1,2,4-thiadiazol-5-amine